N-(bis(3-(tributylsilyl)phenyl)phosphaneyl)-N-cyclohexyl-1-(o-tolyl)-1-(3-(tributylsilyl)phenyl)phosphanamine C(CCC)[Si](C=1C=C(C=CC1)P(N(P(C1=CC(=CC=C1)[Si](CCCC)(CCCC)CCCC)C1=C(C=CC=C1)C)C1CCCCC1)C1=CC(=CC=C1)[Si](CCCC)(CCCC)CCCC)(CCCC)CCCC